C(CC(=O)C)(=O)OCCNC(C(=C)C)=O N-(2-acetoacetoxyethyl)methacrylamide